6-(2-hydroxy-2-methylpropyloxy)-4-(1'-((6-methoxypyridin-3-yl)methyl)-1',2',3',6'-tetrahydro-[2,4'-bipyridin]-5-yl)pyrazolo[1,5-a]pyridine-3-carbonitrile OC(COC=1C=C(C=2N(C1)N=CC2C#N)C=2C=CC(=NC2)C=2CCN(CC2)CC=2C=NC(=CC2)OC)(C)C